thiotaurine NCCS(=S)(=O)O